C(C)(=O)OCN1C(N(C(C(=C1)Br)=O)CCOCOC)=O [5-bromo-3-(2-methoxymethoxy-ethyl)-2,4-dioxo-3,4-dihydro-2H-pyrimidin-1-yl]-methyl acetate